4-(phenyl)-1,3,4-oxadiazole C1(=CC=CC=C1)N1N=COC1